1-(4-(4-Bromo-1H-imidazol-1-yl)-3-(trifluoromethoxy)phenyl)-4-methylpiperazine BrC=1N=CN(C1)C1=C(C=C(C=C1)N1CCN(CC1)C)OC(F)(F)F